2-[2-(dimethylamino)phenoxy]-N-(3-methylsulfonyl-phenyl)-5-(trifluoromethyl)pyridine CN(C1=C(OC2N(C=C(C=C2)C(F)(F)F)C2=CC(=CC=C2)S(=O)(=O)C)C=CC=C1)C